BrC=1C2=C(C=NC1)C=C(S2)C=2C=NN(C2C2=NC(=CC=C2)C)C2OCCCC2 7-bromo-2-(5-(6-methylpyridin-2-yl)-1-(tetrahydro-2H-pyran-2-yl)-1H-pyrazol-4-yl)thieno[3,2-c]pyridine